COS(OC)(OC)[SiH3] Trimethoxymercaptosilan